N-[(1R)-3-methyl-1-[(2S)-5-oxotetrahydrofuran-2-yl]butyl]propane-2-sulfinamide CC(C[C@H]([C@H]1OC(CC1)=O)NS(=O)C(C)C)C